7-methyl-3-(trifluoromethyl)-2-(3-(trifluoromethyl)phenyl)isoquinolin-1(2H)-one CC1=CC=C2C=C(N(C(C2=C1)=O)C1=CC(=CC=C1)C(F)(F)F)C(F)(F)F